N1-(2,3,4-Tris(benzyloxy)phenethyl)piperidine-1,2-dicarboxamide C(C1=CC=CC=C1)OC1=C(CCNC(=O)N2C(CCCC2)C(=O)N)C=CC(=C1OCC1=CC=CC=C1)OCC1=CC=CC=C1